4-((1R,5S)-3,8-diazabicyclo[3.2.1]octan-3-yl)-7-(3-methyl-1H-indazol-6-yl)-2-(((S)-1-methylpyrrolidin-2-yl)methoxy)quinazoline [C@H]12CN(C[C@H](CC1)N2)C2=NC(=NC1=CC(=CC=C21)C2=CC=C1C(=NNC1=C2)C)OC[C@H]2N(CCC2)C